CC(=O)N[C@@H]1[C@H](C[C@@](O[C@H]1[C@@H]([C@@H](CO)O)O)(C(=O)O)OC[C@@H]2[C@@H]([C@@H]([C@H]([C@@H](O2)O[C@@H]3[C@H](O[C@H]([C@@H]([C@H]3O)NC(=O)C)O[C@H]4[C@H]([C@H](O[C@H]([C@@H]4O)O[C@H]5[C@H]([C@H](O[C@H]([C@@H]5O)O[C@@H]6[C@H](O[C@H]([C@@H]([C@H]6O)O)O)CO)CO)O)CO)O)CO)NC(=O)C)O)O)O The molecule is a polysaccharide derivative with a repeating unit consisting of beta-D-galactosyl, beta-D-galactosyl and beta-D-glucosyl residues linked sequentially (1->3) and (1->4), to the galactosyl residue at the non-reducing end of which is attached an N-acetyl-alpha-neuraminyl-(2->6)-N-acetyl-beta-D-galactosaminyl-(1->4)-N-acetyl-beta-D-glucosaminyl trisaccharide unit via a (1->3) linkage, with all repeating units being linked (1->6). Capsular polysaccharide of Streptococcus suis serotype 1.